C=1(CC=CCC1)[C@@H](N)C(=O)O D-(-)-2-(2,5-dihydro-phenyl)glycine